(S)-4-(2-(3-chloro-4-cyanophenyl)-3-Methyl-2,8-diazaspiro[4.5]dec-8-yl)-2-fluorobenzoic acid ClC=1C=C(C=CC1C#N)N1CC2(C[C@@H]1C)CCN(CC2)C2=CC(=C(C(=O)O)C=C2)F